methyl (2R)-2-[2-aminoethyl(benzyloxycarbonyl)amino]-3-(4-nitrophenyl)propanoate NCCN([C@@H](C(=O)OC)CC1=CC=C(C=C1)[N+](=O)[O-])C(=O)OCC1=CC=CC=C1